FC(C(=O)O)(F)F.C(#N)C=1C=C(C=CC1)NC(C1=CC(=CC=C1)C(CC#N)N1N=CC(=C1)C=1C2=C(N=CN1)NC=C2)=O N-(3-cyanophenyl)-3-{2-cyano-1-[4-(7H-pyrrolo[2,3-d]-pyrimidin-4-yl)-1H-pyrazol-1-yl]ethyl}benzamide trifluoroacetate